2'-(Hydroxymethyl)biphenyl-3-carboxylic acid OCC1=C(C=CC=C1)C1=CC(=CC=C1)C(=O)O